ON(C(=O)NO)CC N,N'-dihydroxyethyl-urea